C1(CC1)C(=O)NN cyclopropyl-formhydrazide